NC1=NN2C(C=CC(=C2)C=2C=C(C(=NC2)C)NC(=O)N2OCC[C@H]2C2=CC(=CC=C2)F)=N1 (S)-N-(5-(2-amino-[1,2,4]triazolo[1,5-a]pyridin-6-yl)-2-methylpyridin-3-yl)-3-(3-fluorophenyl)isooxazolidine-2-carboxamide